BrC=1C(=C(C=CC1)C=1C=C2CC(CC2=CC1)NC(OC(C)(C)C)=O)C tert-Butyl N-[5-(3-bromo-2-methyl-phenyl)indan-2-yl]carbamate